1-(difluoromethoxy)isoquinoline-5-sulfonyl chloride FC(OC1=NC=CC=2C(=CC=CC12)S(=O)(=O)Cl)F